FC=1C(=NC=CC1)C(=O)NC1=CNC2=CC=C(C=C12)O[C@@H]1C[C@H](C1)C1=CC=C(C=C1)C(F)(F)F 3-fluoro-N-(5-(trans-3-(4-(trifluoromethyl)phenyl)cyclobutoxy)-1H-indol-3-yl)picolinamide